C1(CC1)C1=NN(C=C1C=O)C1=NC(=NC=C1)NC1=C(C=C(C(=C1)[N+](=O)[O-])N1CCCC1)OC 3-cyclopropyl-1-(2-(2-methoxy-5-nitro-4-(pyrrolidin-1-yl)phenylamino)pyrimidine-4-yl)-1H-pyrazole-4-carbaldehyde